2-(4-fluoro-3-iodophenyl)oxirane FC1=C(C=C(C=C1)C1OC1)I